C1(CC1)C1=NN(C=C1NC1=CC=NN1C)[C@@H]1C[C@H](C1)CNC(OC(C)(C)C)=O tert-butyl ((trans-3-(3-cyclopropyl-4-((1-methyl-1H-pyrazol-5-yl)amino)-1H-pyrazol-1-yl)cyclobutyl)methyl)carbamate